NC=1C=2N(C=CN1)C(=NC2C2=CC=C(C(=O)NC1=NC=CC(=C1)F)C=C2)[C@H]2N(CCCC2)C(=O)C2=NC(=NC=C2)Cl (S)-4-(8-amino-3-(1-(2-chloropyrimidine-4-carbonyl)piperidin-2-yl)imidazo[1,5-a]pyrazin-1-yl)-N-(4-fluoropyridin-2-yl)benzamide